C(C)(C)(C1=CC(=C(C(=C1)Br)O)Br)C1=CC(=C(C(=C1)Br)O)Br 4,4'-isopropylidene-bis(2,6-dibromophenol)